NC1=C2C(=NC=N1)N(N=C2C2=CC=C(C=C2)OC2=CC=CC=C2)[C@H]2CN(CCC2)S(=O)(=O)OCC#C prop-2-yn-1-yl (R)-3-(4-amino-3-(4-phenoxyphenyl)-1H-pyrazolo[3,4-d]pyrimidin-1-yl)piperidine-1-sulfonate